1-ethyl-2-methylimidazole dicyanoamine salt C(#N)NC#N.C(C)N1C(=NC=C1)C